C(#N)C=1C=CC(=NC1OCCN(C)C)NC(=O)C1=CC=C(C=C1)C1=C(C=C(C=C1)C1=NOC(=N1)C)C1CC1 N-(5-cyano-6-(2-(dimethylamino)ethoxy)pyridin-2-yl)-2'-cyclopropyl-4'-(5-methyl-1,2,4-oxadiazol-3-yl)-[1,1'-biphenyl]-4-carboxamide